FC(OC1=CC=C(C=C1)C1=CN=C2N1C=CN=C2NC2=CC(=C(C(=O)NCCOCCN1CCC(CC1)O)C=C2)C)F 4-[[3-[4-(difluoromethoxy)phenyl]imidazo[1,2-a]pyrazin-8-yl]amino]-N-[2-[2-(4-hydroxy-1-piperidyl)ethoxy]ethyl]-2-methyl-benzamide